OC1=CC=C(OC2=NC(=NC(=N2)SCCCCCCCC)SCCCCCCCC)C=C1 6-(4-hydroxyphenoxy)-2,4-bis(n-octyl-thio)-1,3,5-triazine